6-(N-(2-(piperidin-4-yloxy)pyridin-3-yl)aminosulfonyl)benzofuran-2-carboxylic acid ethyl ester C(C)OC(=O)C=1OC2=C(C1)C=CC(=C2)S(=O)(=O)NC=2C(=NC=CC2)OC2CCNCC2